C(C)(C)(C)N=[Ta](N(CC)CC)(N(CC)CC)N(CC)CC tert-butyliminotri(diethylamino)tantalum